trans-N-(8-amino-6-(4-methylpyridin-3-yl)isoquinolin-3-yl)-2-(cyanomethyl)-3-methylcyclopropane-1-carboxamide NC=1C=C(C=C2C=C(N=CC12)NC(=O)C1C(C1C)CC#N)C=1C=NC=CC1C